BrC1=CC2=C(C=N1)C=CN2C2CCOCC2 6-bromo-1-(tetrahydro-2H-pyran-4-yl)-1H-pyrrolo[3,2-c]pyridine